NC1=NC(=NC(=N1)N)N1CCSCC1 2,4-diamino-6-thiomorpholino-1,3,5-triazine